FC(C1=NN(C(=C1)C)C1=NC(=CC=C1C#N)N1C=NC2=C1C=CC(=C2)N(C2CCNCC2)C2COC2)F 2-[3-(difluoromethyl)-5-methyl-pyrazol-1-yl]-6-[5-[[-]-(oxetan-3-yl)-4-piperidyl-amino]benzimidazol-1-yl]pyridine-3-carbonitrile